C(#N)C1=C(NC=2C=C3C(N(C=NC3=CC2)CCCC(=O)O)=O)C=CC=C1NS(=O)(=O)N1C[C@@H](CC1)F 4-[6-[2-cyano-3-[[(3R)-3-fluoropyrrolidin-1-yl]sulfonylamino]anilino]-4-oxo-quinazolin-3-yl]butanoic acid